C(=O)C1=C2C(=NC(=C1)C(=O)NC1=CC(=CC=C1)C1(CC(C1)C)C1=NN=CN1C)C=CN2 7-formyl-N-(3-((1s,3s)-3-methyl-1-(4-methyl-4H-1,2,4-triazol-3-yl)cyclobutyl)phenyl)-1H-pyrrolo[3,2-b]pyridine-5-carboxamide